N-(7-fluoro-2-methyl-2H-indazol-5-yl)-4-(3,3,5,5-tetramethylpiperazin-1-yl)-2,3-dihydro-1H-pyrrolo[2,3-b]pyridine-1-carboxamide 2,2,2-trifluoroacetate FC(C(=O)O)(F)F.FC1=CC(=CC2=CN(N=C12)C)NC(=O)N1CCC=2C1=NC=CC2N2CC(NC(C2)(C)C)(C)C